N-acetyl-L-seryl-L-tyrosyl-L-seryl-L-methionyl-L-α-glutamyl-L-histidyl-L-phenylalanyl-L-arginyl-L-tryptophylglycyl-L-lysyl-L-prolyl-L-valinamide C(C)(=O)N[C@@H](CO)C(=O)N[C@@H](CC1=CC=C(C=C1)O)C(=O)N[C@@H](CO)C(=O)N[C@@H](CCSC)C(=O)N[C@@H](CCC(O)=O)C(=O)N[C@@H](CC1=CNC=N1)C(=O)N[C@@H](CC1=CC=CC=C1)C(=O)N[C@@H](CCCNC(N)=N)C(=O)N[C@@H](CC1=CNC2=CC=CC=C12)C(=O)NCC(=O)N[C@@H](CCCCN)C(=O)N1[C@@H](CCC1)C(=O)N[C@@H](C(C)C)C(=O)N